N-[1-(3-chloropyrazin-2-yl)ethyl]-3,5-bis(trifluoromethyl)benzamide Lauryl-sulfosuccinate disodium salt [Na+].[Na+].C(CCCCCCCCCCC)C(C(=O)[O-])(CC(=O)[O-])S(=O)(=O)O.ClC=1C(=NC=CN1)C(C)NC(C1=CC(=CC(=C1)C(F)(F)F)C(F)(F)F)=O